3-[2-(hydroxymethyl)piperazin-1-yl]Propionamide OCC1N(CCNC1)CCC(=O)N